COC1=C(C=C(C=C1OC)CC1=NNC(C2=CC=CC=C12)=O)C1=CC2=C(NC(=N2)NC(OCC)=O)C=C1 Ethyl (5-(2,3-dimethoxy-5-((4-oxo-3,4-dihydrophthalazin-1-yl)methyl)phenyl)-1H-benzoimidazol-2-yl)carbamate